racemic-1-[5-(ethylsulfonimidoyl)-6-[7-methyl-3-(trifluoromethyl)imidazo[4,5-c]pyridazin-6-yl]-3-pyridyl]cyclopropanecarbonitrile C(C)[S@](=O)(=N)C=1C=C(C=NC1C1=NC2=C(N=NC(=C2)C(F)(F)F)N1C)C1(CC1)C#N |r|